5-bromo-7-chloro-1H-indazole BrC=1C=C2C=NNC2=C(C1)Cl